(S)-2-(2-(3-fluoropyrrolidin-1-yl)-4-phenylpyridin-3-yl)-6,7-dihydro-3H-imidazo[4,5-c]pyridine-3,5(4H)-dicarboxylic acid diethyl ester C(C)OC(=O)N1C(=NC2=C1CN(CC2)C(=O)OCC)C=2C(=NC=CC2C2=CC=CC=C2)N2C[C@H](CC2)F